(R)-3-(3-(4-fluoro-1H-indazol-7-yl)-1,2,4-oxadiazol-5-yl)piperidine-1-carboxylic acid tert-butyl ester C(C)(C)(C)OC(=O)N1C[C@@H](CCC1)C1=NC(=NO1)C=1C=CC(=C2C=NNC12)F